4-((3-carbamoyl-bicyclo[2.2.1]hept-5-en-2-yl)amino)-6-chloropyridazine-3-carboxylic acid methyl ester COC(=O)C=1N=NC(=CC1NC1C2C=CC(C1C(N)=O)C2)Cl